(9Z)-12-hydroxy-9-octadecenoic acid OC(C\C=C/CCCCCCCC(=O)O)CCCCCC